3-{4-[4-Methyl-3-(4-pyridin-3-yl-pyrimidin-2-ylamino)-benzoylamino]-phenyl}-piperidine-1-carboxylic acid benzyloxymethyl ester C(C1=CC=CC=C1)OCOC(=O)N1CC(CCC1)C1=CC=C(C=C1)NC(C1=CC(=C(C=C1)C)NC1=NC=CC(=N1)C=1C=NC=CC1)=O